[6-[(5-cyclopropyl-3-methyl-pyrazol-1-yl)methyl]-2-azaspiro[3.3]heptan-2-yl]-[6-(3-cyclopropyl-1,2,4-triazol-1-yl)-2-azaspiro[3.3]heptan-2-yl]methanone C1(CC1)C1=CC(=NN1CC1CC2(CN(C2)C(=O)N2CC3(C2)CC(C3)N3N=C(N=C3)C3CC3)C1)C